CS(=O)(=O)C1=NC=C(C=N1)C#CCCCC[NH-] 6-(2-(methanesulfonyl)pyrimidin-5-yl)hex-5-ynylamide